3-(3-chlorophenyl)-1-(2,2-difluoroethyl)-1H-indazole-5-carboxylic acid ClC=1C=C(C=CC1)C1=NN(C2=CC=C(C=C12)C(=O)O)CC(F)F